COCC1=CC=2N(C(C=C(N2)C(F)(F)F)=O)C=C1 8-(methoxymethyl)-2-(trifluoromethyl)-4H-pyrido[1,2-a]pyrimidin-4-one